C(C)(C)(C)C=1C=CC(=NC1)C(CNC(OC(C)(C)C)=O)=O tert-Butyl N-[2-(5-tert-butyl-2-pyridyl)-2-oxo-ethyl]carbamate